FC(C1=C(C=CC=C1)CC(CC1=C(C=CC=C1)C(F)(F)F)(C=1O[C@H]([C@H](N1)C1=CC=CC=C1)C1=CC=CC=C1)C=1O[C@H]([C@H](N1)C1=CC=CC=C1)C1=CC=CC=C1)(F)F (4R,4'R,5S,5'S)-2,2'-(1,3-bis(2-(trifluoromethyl)phenyl)propane-2,2-diyl)bis(4,5-diphenyl-4,5-dihydrooxazole)